2-amino-1-(4-(N-methylsulfamoyl) phenyl)-2-oxoethyl methanesulfonate CS(=O)(=O)OC(C(=O)N)C1=CC=C(C=C1)S(NC)(=O)=O